L-aspartic acid-N,N-diacetic acid C(CN([C@@H](CC(=O)O)C(=O)O)CC(=O)O)(=O)O